methyl (S)-2-bromo-4-(6-(2-(2-isopropylphenyl)pyrrolidin-1-yl)-2-azaspiro[3.3]heptan-2-yl)benzoate BrC1=C(C(=O)OC)C=CC(=C1)N1CC2(C1)CC(C2)N2[C@@H](CCC2)C2=C(C=CC=C2)C(C)C